5-(trimethylsilyl)imidazo[1,2-a]pyridine C[Si](C1=CC=CC=2N1C=CN2)(C)C